NC1=CC2=C(N=C(S2)C=2C(=CC(=NC2)C=2C=NC(=NC2)N(C(OC(C)(C)C)=O)C)F)C=C1 Tert-Butyl 5-(5-(6-aminobenzo[d]thiazol-2-yl)-4-fluoropyridin-2-yl)pyrimidin-2-yl(methyl)carbamate